Cl.FC(C1=NN=C(O1)C=1C=NC(=NC1)NC=1C=C(C2=C(NC=N2)C1)C=1C=NC=CC1)F N-(5-(5-(difluoromethyl)-1,3,4-oxadiazol-2-yl)pyrimidin-2-yl)-4-(pyridin-3-yl)-1H-benzo[d]imidazol-6-amine hydrochloride